FC1=C(C(=CC(=C1)C(NC)=O)F)C1=C(C=2C(=NC(=CC2)C)O1)C[C@H]1CN(CCO1)C(=O)OC(C)(C)C tert-butyl (S)-2-((2-(2,6-difluoro-4-(methylcarbamoyl)phenyl)-6-methylfurano[2,3-b]pyridin-3-yl)methyl)morpholine-4-carboxylate